OCC1NCC2=CC=CC=C12 (hydroxymethyl)isoindolin